N-(5-Bromo-1,3-benzothiazol-2-yl)-5-methylbicyclo[3.3.1]nonan-1-carboxamid BrC=1C=CC2=C(N=C(S2)NC(=O)C23CCCC(CCC2)(C3)C)C1